methyl 6-(((5-(5'-methoxy-2',6-dimethyl-(4,4'-bipyridine)-3-amido)-1,3,4-thiadiazol-2-yl)oxy)methyl)pyridine-3-carboxylate COC=1C(=CC(=NC1)C)C1=C(C=NC(=C1)C)C(=O)NC1=NN=C(S1)OCC1=CC=C(C=N1)C(=O)OC